C(C1=CC=CC=C1)OC(=O)N[C@@H](COC(C)(C)C)C(=O)O N-((benzyloxy)carbonyl)-O-(tert-butyl)-L-serine